FC1=C(C(=C(C(=C1[B-](C1=C(C(=C(C(=C1F)F)F)F)F)(C1=C(C(=C(C(=C1F)F)F)F)F)C1=C(C(=C(C(=C1F)F)F)F)F)F)F)F)F.C[NH2+]C dimethylammonium tetrakis(pentafluorophenyl)borate